perfluorophenyl 2-methoxy-8-(thiophen-3-ylcarbamoyl)quinoline-3-carboxylate COC1=NC2=C(C=CC=C2C=C1C(=O)OC1=C(C(=C(C(=C1F)F)F)F)F)C(NC1=CSC=C1)=O